(S)-2-(4-(6-((4-cyano-2-fluorobenzyl)oxy)pyridin-2-yl)-2,3,6-trifluorobenzyl)-1-(4,4-dimethyltetrahydrofuran-3-yl)-benzimidazole-6-carboxylic acid C(#N)C1=CC(=C(COC2=CC=CC(=N2)C2=C(C(=C(CC3=NC4=C(N3[C@@H]3COCC3(C)C)C=C(C=C4)C(=O)O)C(=C2)F)F)F)C=C1)F